tert-butyl-(17-((2-(2,6-dioxopiperidin-3-yl)-1,3-dioxoisoindolin-5-yl)oxy)-3,6,9,12,15-pentaoxaheptadecane) (methyl)carbamate CNC(O)=O.C(C)(C)(C)CCOCCOCCOCCOCCOCCOC=1C=C2C(N(C(C2=CC1)=O)C1C(NC(CC1)=O)=O)=O